3-methoxy-2-{methyl[(3R,6R)-6-methyl-1-{[2-(2H-1,2,3-triazol-2-yl)thiophen-3-yl]carbonyl}piperidin-3-yl]amino}pyridine-4-carbonitrile COC=1C(=NC=CC1C#N)N([C@H]1CN([C@@H](CC1)C)C(=O)C1=C(SC=C1)N1N=CC=N1)C